2-(2,6-Dioxopiperidin-3-yl)-5-(((1r,3r)-3-(4-(2-(4-((5-(5-Methyl-1,3,4-oxadiazol-2-yl)pyrimidin-2-yl)oxy)phenyl)propan-2-yl)phenoxy)cyclobutyl)amino)isoindoline O=C1NC(CCC1N1CC2=CC=C(C=C2C1)NC1CC(C1)OC1=CC=C(C=C1)C(C)(C)C1=CC=C(C=C1)OC1=NC=C(C=N1)C=1OC(=NN1)C)=O